2-chloro-N-[(1R)-1-(1-naphthyl)ethyl]-5-piperazin-1-yl-benzamide ClC1=C(C(=O)N[C@H](C)C2=CC=CC3=CC=CC=C23)C=C(C=C1)N1CCNCC1